17,19-diacetoxy-4,4-dimethyl-13alpha-androst-5,7-diene C(C)(=O)OC1[C@@]2(C)[C@@H](CC1)C1=CC=C3C(CCC[C@]3(COC(C)=O)[C@H]1CC2)(C)C